Cl.NC1=CC(=C(C(=C1C(=O)OCC)OC)OC)OC ethyl 6-amino-2,3,4-trimethoxybenzoate hydrochloride